2-ethyl-7-fluoro-3-oxo-2,4-dihydro-1H-quinoxaline-6-carboxylic acid methyl ester COC(=O)C=1C=C2NC(C(NC2=CC1F)CC)=O